C(N)(=O)CC[C@@H](C(NC1=CC=C(C=C1)CO)=O)NC(=O)[C@H](CC(C)C)NC(OCC1C2=CC=CC=C2C=2C=CC=CC12)=O (9H-fluoren-9-yl)methyl N-[(1S)-1-{[(1S)-3-carbamoyl-1-{[4-(hydroxymethyl)phenyl]carbamoyl}propyl]carbamoyl}-3-methylbutyl]carbamate